N-(((1S,4S,5S)-4-(4-((S)-8-azido-2-methyl-3-phenyloctan-2-yl)-2,6-dimethoxyphenyl)-6,6-dimethylbicyclo[3.1.1]hept-2-en-2-yl)methyl)pent-4-ynamide N(=[N+]=[N-])CCCCC[C@H](C(C)(C)C1=CC(=C(C(=C1)OC)[C@H]1C=C([C@@H]2C([C@H]1C2)(C)C)CNC(CCC#C)=O)OC)C2=CC=CC=C2